C12CC(CC(O1)C2)C=2C=1N(C=C(C2)C=2C(=CC(=C(C2)NC(=O)C=2C=NN(C2F)C(C)(C)C)F)C)C=CN1 N-(5-(8-(6-oxabicyclo[3.1.1]heptan-3-yl)imidazo[1,2-a]pyridin-6-yl)-2-fluoro-4-methylphenyl)-1-(tert-butyl)-5-fluoro-1H-pyrazole-4-carboxamide